5-(4-(3,3-difluoro-4-(8-fluoro-1-oxo-1,2-dihydro-isoquinolin-3-yl)pyrrolidin-1-yl)piperidin-1-yl)-N-methylpyridineamide FC1(CN(CC1C=1NC(C2=C(C=CC=C2C1)F)=O)C1CCN(CC1)C=1C=CC(=NC1)C(=O)NC)F